ClC(C1OC(C2N1CCC2)=O)(Cl)Cl 3-(trichloromethyl)-5,6,7,7a-tetrahydro-3H-pyrrolo[1,2-c]oxazol-1-one